OC1=C(C(=O)C2=CC=CC=C2)C=CC(=C1)OCCCCCCCCCCCCCCCCCCC 2-hydroxy-4-nonadecyloxybenzophenone